(S)-N-(4-((2-(1,1-difluoroethyl)-6-methylpyrimidin-4-yl)amino)-5-((1-methylpyrrolidin-3-yl)oxy)pyridin-2-yl)acetamide chlorine [Cl].FC(C)(F)C1=NC(=CC(=N1)NC1=CC(=NC=C1O[C@@H]1CN(CC1)C)NC(C)=O)C